COC(=O)[C@H](CC1=CC=CC=C1)N=C=O methyl (S)-(-)-2-isocyanato-3-phenylpropionate